4-cyano-3-(3,4-dichloro-1-methyl-1H-indazol-5-yl)-1H-pyrazolo[3,4-d]pyrimidine C(#N)C1=C2C(=NC=N1)NN=C2C=2C(=C1C(=NN(C1=CC2)C)Cl)Cl